heptadecane-9-yl 2-((3-(1H-imidazol-1-yl)propyl)carbamoyl)-4-((3-oxo-3-(tetradecyloxy)propyl)thio)butanoate N1(C=NC=C1)CCCNC(=O)C(C(=O)OC(CCCCCCCC)CCCCCCCC)CCSCCC(OCCCCCCCCCCCCCC)=O